FC1=C(C(=CC(=C1)CNC1=NC=CC(=C1)C)O)N1CC(NS1(=O)=O)=O 5-[2-fluoro-6-hydroxy-4-[[(4-methyl-2-pyridyl)amino]methyl]phenyl]-1,1-dioxo-1,2,5-thiadiazolidin-3-one